2-((R)-2-hydroxy-2-((S)-1,2,3,4-tetrahydroisoquinolin-3-yl)ethyl)-4,4-dimethyl-6-(1-methyl-1,7-diazaspiro[3.5]nonane-7-carbonyl)-3,4-dihydroisoquinolin-1(2H)-one O[C@H](CN1C(C2=CC=C(C=C2C(C1)(C)C)C(=O)N1CCC2(CCN2C)CC1)=O)[C@H]1NCC2=CC=CC=C2C1